O1C(CCC1)C1=NOC=N1 (tetrahydrofuran-2-yl)-1,2,4-oxadiazol